4-[(2S)-2-(dimethylamino)-3-[(3S)-3-phenyl-3-[1-(trifluoromethyl)cyclopropyl]propanamido]propyl]benzamide CN([C@@H](CC1=CC=C(C(=O)N)C=C1)CNC(C[C@H](C1(CC1)C(F)(F)F)C1=CC=CC=C1)=O)C